(Z)-3-[3-[3,5-bis(trifluoromethyl)phenyl]-1,2,4-triazol-1-yl]-1-(3,3-difluoroazetidin-1-yl)prop-2-en-1-one FC(C=1C=C(C=C(C1)C(F)(F)F)C1=NN(C=N1)\C=C/C(=O)N1CC(C1)(F)F)(F)F